FC=1C=C(C=CC1C#N)B(O)O (3-fluoro-4-cyanophenyl)-boronic acid